CON(C(=O)C=1C(=CC(N(C1)C1(CC1)C)=O)NC(O)=O)C (5-(Methoxy(methyl)carbamoyl)-1-(1-methylcyclopropyl)-2-oxo-1,2-dihydropyridin-4-yl)carbamic acid